t-butyl-peroxybenzoate C(C)(C)(C)OOC(C1=CC=CC=C1)=O